4-{5-[hydroxy(phenyl)methyl]-1,3-oxazol-2-yl}piperazine-1-carboxylate OC(C1=CN=C(O1)N1CCN(CC1)C(=O)[O-])C1=CC=CC=C1